4-(3-Ethynylphenyl)-7-methyl-8-(trifluoromethyl)-1H-benzo[b][1,4]diazepin-2(3H)-one C(#C)C=1C=C(C=CC1)C1=NC2=C(NC(C1)=O)C=C(C(=C2)C)C(F)(F)F